O[C@H]1CC[C@H](C=2C(C=CNC12)=O)C |r| rac-(5R,8S)-8-hydroxy-5-methyl-5,6,7,8-tetrahydroquinolin-4(1H)-one